potassium 6-(benzyloxy)-2-methylindole-3-carboxylate C(C1=CC=CC=C1)OC1=CC=C2C(=C(NC2=C1)C)C(=O)[O-].[K+]